C1=CC=CC=2C3=CC=CC=C3N(C12)C1=C(C#N)C(=CC(=C1N1C2=CC=CC=C2C=2C=CC=CC12)N1C2=CC=CC=C2C=2C=CC=CC12)C1=NC(=NC(=N1)C1=CC=CC=C1)C1=CC=CC=C1 2,3,4-tri(9H-carbazol-9-yl)-6-(4,6-diphenyl-1,3,5-triazin-2-yl)benzonitrile